C(C)(C)(C)OC(NC[C@H]1C[C@H]([C@@H]2OC(O[C@@H]21)(C)C)N2C=C(C1=C2N=C(N=C1N)Cl)I)=O tert-Butyl-(((3aR,4R,6R,6aS)-6-(4-amino-2-chloro-5-iodo-7H-pyrrolo[2,3-d]pyrimidin-7-yl)-2,2-dimethyltetrahydro-4H-cyclopenta[d][1,3]dioxol-4-yl)methyl)carbamate